but-3-en-1-ylmagnesium bromide C(CC=C)[Mg]Br